COC(C(C1=CN(C2=CC=CC=C12)C(=O)OC)CCC1CCN(CC1)C(=O)OC(C)(C)C)=O α-[2-(N-tert-Butoxycarbonyl-4-piperidinyl)-1-ethyl]-1-methoxycarbonyl-3-indoleacetic acid methyl ester